3-p-methylphenyl-1H-pyrazole-5-carboxamide CC1=CC=C(C=C1)C1=NNC(=C1)C(=O)N